5-(2-(4-Aminophenoxy)phenyl)-4-methoxy-1-methylpyridin-2(1H)-one NC1=CC=C(OC2=C(C=CC=C2)C=2C(=CC(N(C2)C)=O)OC)C=C1